ClC=1C=C2CCC(C2=CC1Cl)O 5,6-dichloro-2,3-dihydro-1H-inden-1-ol